3-ethyl-9-fluoro-2-oxo-2,3-dihydro-1H-pyrimido[4,5,6-de]quinazoline-8-carbaldehyde C(C)N1C(NC2=C(C(=CC=3C2=C1N=CN3)C=O)F)=O